tert-Butyl 2-(5-(2-fluoro-6-hydroxy-4-(1H-pyrazol-4-yl)phenyl)-1,3,4-thiadiazol-2-yl)-2,7-diazaspiro[3.5]nonane-7-carboxylate FC1=C(C(=CC(=C1)C=1C=NNC1)O)C1=NN=C(S1)N1CC2(C1)CCN(CC2)C(=O)OC(C)(C)C